alpha-trifluoromethyl-p-tert-butyl-acetophenone FC(CC(=O)C1=CC=C(C=C1)C(C)(C)C)(F)F